N-[5-(2,2-difluoroethoxy)-3-fluoro-6-methoxy-2-pyridyl]-2-methyl-1-oxo-3,4-dihydroisoquinoline-5-sulfonamide FC(COC=1C=C(C(=NC1OC)NS(=O)(=O)C=1C=2CCN(C(C2C=CC1)=O)C)F)F